cresyl di(2,6-xylyl) phosphate P(=O)(OC1=CC=C(C=C1)C)(OC1=C(C=CC=C1C)C)OC1=C(C=CC=C1C)C